OC1=C(C=C(C=C1)C)N(C(CNC1=NC(=CC(=C1)C(F)(F)F)CCO)=O)C N-(2-hydroxy-5-methylphenyl)-2-((6-(2-hydroxyethyl)-4-(trifluoromethyl)pyridin-2-yl)amino)-N-methylacetamide